3-(pyridin-3-ylmethyl)-1-{4-[(quinolin-6-yl)sulfamoyl]phenyl}urea N1=CC(=CC=C1)CNC(NC1=CC=C(C=C1)S(NC=1C=C2C=CC=NC2=CC1)(=O)=O)=O